tert-butyl (4R)-2-(8-bromo-6-cyano-3-(3-fluoro-4-methoxyphenyl)-4-oxo-3,4-dihydroquinazolin-2-yl)-4-methoxypyrrolidine-1-carboxylate BrC=1C=C(C=C2C(N(C(=NC12)C1N(C[C@@H](C1)OC)C(=O)OC(C)(C)C)C1=CC(=C(C=C1)OC)F)=O)C#N